[IH2+].C(C)(=O)C=1C(=NC=CN1)C1=NC=CC=C1 2-(acetylpyrazinyl)pyridine iodonium salt